6-(3,4-dimethoxyphenyl)-5-ethyl-3-(piperidin-4-yl)-7H-pyrrolo[2,3-c]pyridazine COC=1C=C(C=CC1OC)C1=C(C2=C(N=NC(=C2)C2CCNCC2)N1)CC